2-methyl-6-(morpholin-4-yl)-1,3-benzoxazole CC=1OC2=C(N1)C=CC(=C2)N2CCOCC2